C(C1=CC=CC=C1)OC1CC(C1)OC1=CC(=C(C(=O)OC)C=C1)OC Methyl 4-(3-benzyloxycyclobutoxy)-2-methoxy-benzoate